4-[(6-chloro-2-pyridyl)oxymethyl]-2-(2-hydroxyethyl)benzonitrile ClC1=CC=CC(=N1)OCC1=CC(=C(C#N)C=C1)CCO